BrC=1C=2N(C(=CC1)Cl)N=CC2 4-bromo-7-chloropyrazolo[1,5-a]pyridine